C(C)(C)(C)C1=C(C=C(C(C)=C1)N)N 5-t-butyl-2,4-toluenediamine